Tert-butyl-(1-{2-[(2-fluoro-4-iodophenyl) amino] thieno[2,3-b]pyridine-3-carbonyl} azetidin-3-ylmethyl) carbamate C(N)(OC(C1CN(C1)C(=O)C1=C(SC2=NC=CC=C21)NC2=C(C=C(C=C2)I)F)C(C)(C)C)=O